4-methoxy-N,N-dibutylbutanamide COCCCC(=O)N(CCCC)CCCC